(trans-4-[4-methyl-5-({[4-(trifluoromethyl)pyridin-2-yl]oxy}methyl)-4H-1,2,4-triazol-3-yl]cyclohexyl)acetaldehyde CN1C(=NN=C1COC1=NC=CC(=C1)C(F)(F)F)[C@@H]1CC[C@H](CC1)CC=O